COCC1=CC(=NN1C1=CC=C(C=C1)OC(F)(F)F)N1CCN(CC1)C(=O)OC(C)(C)C tert-butyl 4-[5-(methoxymethyl)-1-[4-(trifluoromethoxy)phenyl]pyrazol-3-yl]piperazine-1-carboxylate